CC(C(=O)OC(C)(C)C)C(=O)[O-] 1-(tert-butyl) 2-methylmalonate